(3,5-dichloro-4-(quinolin-6-yloxy)phenyl)-3,5-dioxo-2,3,4,5-tetrahydro-1,2,4-triazine-6-carbonitrile ClC=1C=C(C=C(C1OC=1C=C2C=CC=NC2=CC1)Cl)N1N=C(C(NC1=O)=O)C#N